2,6-dibutyl-4-hydroxybenzoic acid C(CCC)C1=C(C(=O)O)C(=CC(=C1)O)CCCC